3-(3-(but-3-yn-1-yl)-3H-diazirin-3-yl)-N-(4-((4-methylpiperazin-1-yl)methyl)phenyl)propenamide C(CC#C)C1(N=N1)C=CC(=O)NC1=CC=C(C=C1)CN1CCN(CC1)C